(S)-1-((7-Chloro-2-(3'-((3-(((S)-3-hydroxypyrrolidin-1-yl)methyl)-1,7-naphthyridin-8-yl)amino)-2,2'-dimethyl-[1,1'-biphenyl]-3-yl)benzo[d]oxazol-5-yl)methyl)piperidin ClC1=CC(=CC=2N=C(OC21)C=2C(=C(C=CC2)C2=C(C(=CC=C2)NC=2N=CC=C1C=C(C=NC21)CN2C[C@H](CC2)O)C)C)CN2CCCCC2